ClC1=NC(=CC(=C1C#N)C)C 2-chloro-4,6-dimethylpyridine-3-carbonitrile